NC1=NC=NN2C1=NC=C2C=2C=NN(C2)C=2C(=CC(=C(C2)NC(C2=CC(=CC=C2)OC)=O)F)C N-(5-(4-(4-aminoimidazo[2,1-f][1,2,4]triazin-7-yl)-1H-pyrazol-1-yl)-2-fluoro-4-methylphenyl)-3-methoxybenzamide